3-(4-(3-(Azetidin-3-yl)piperidin-1-yl)pyrimidin-2-yl)-6-(trifluoromethyl)imidazo[1,2-a]pyrazine N1CC(C1)C1CN(CCC1)C1=NC(=NC=C1)C1=CN=C2N1C=C(N=C2)C(F)(F)F